BrC1=C2CCN([C@@H](C2=C(C=C1)OCC=1N=NC=CC1)CN1C(C2=CC=CC=C2C1)=O)C(=O)C1CCCCC1 (1S,2R)-2-((S)-5-Bromo-1-((1-oxoisoindolin-2-yl)methyl)-8-(pyridazin-3-ylmethoxy)-1,2,3,4-tetrahydroisochinolin-2-carbonyl)cyclohexan